3,6-Di(prop-1-yn-1-yl)-9-tetradecylcarbazole C(#CC)C=1C=CC=2N(C3=CC=C(C=C3C2C1)C#CC)CCCCCCCCCCCCCC